ClC=1N=CC2=C(N1)C=NC(=C2)C2=C(C(=CC=1OCCOC12)OC)F 2-chloro-6-(6-fluoro-7-methoxy-2,3-dihydrobenzo[b][1,4]dioxin-5-yl)pyrido[3,4-d]pyrimidine